6-(2-(4-Fluoro-3-methylphenyl)-5,6-dihydro-4H-pyrrolo[1,2-b]pyrazol-3-yl)-1H-benzo[d]imidazole FC1=C(C=C(C=C1)C=1C(=C2N(N1)CCC2)C=2C=CC1=C(NC=N1)C2)C